Dimethyl (8-methoxy-1-methyl-1,2-dihydroquinolin-2-yl)phosphonate COC=1C=CC=C2C=CC(N(C12)C)P(OC)(OC)=O